Cl.CN1N=C(C2=CC=C(C=C12)N1C[C@H](NCC1)C(F)(F)F)C1C(NC(CC1)=O)=O 3-(1-methyl-6-((S)-3-(trifluoromethyl)piperazin-1-yl)-1H-indazol-3-yl)piperidine-2,6-dione hydrochloride